C(=O)C=1C=C(C(=NC1)C#N)C 5-formyl-3-methylpyridinenitrile